C(C)(C)(C)OC(=O)NCCCN(CCCCCCCC(=O)OCCC(CCC)CCC)CCCCCCCC(OC(CCCCCC)CCCCCC)=O 3-Propylhexyl 8-((3-((tert-butoxycarbonyl)amino)propyl)(8-oxo-8-(tridecan-7-yloxy)octyl)amino)octanoate